Ethyl 2-(4-bromo-fluorophenyl)-7-hydroxypyrazolo[1,5-a]pyrimidine-5-carboxylate BrC1=CC(=C(C=C1)C1=NN2C(N=C(C=C2O)C(=O)OCC)=C1)F